C1=CC=CC=C1 E-Benzene